5-imino-3-thioxo-1,2,4-dithiazolidine N=C1NC(SS1)=S